ClC1=C(C(=CC=C1)C)N1N=CC2=C1COC[C@H]2N[S@@](=O)C(C)(C)C (S)-N-((S)-1-(2-chloro-6-methylphenyl)-1,4,5,7-tetrahydropyrano[3,4-c]pyrazol-4-yl)-2-methylpropane-2-sulfinamide